1,1'-carbonyl-bis-(1H-imidazole) C(=O)(N1C=NC=C1)N1C=NC=C1